S(=O)(=O)(ON1[C@@H]2CC[C@H](N(C1=O)C2)C(NC(=O)C2=CN=CO2)=N)[O-].[Na+] Sodium (2S,5R)-2-(N-(oxazole-5-carbonyl) carbamimidoyl)-7-oxo-1,6-diazabicyclo[3.2.1]octan-6-yl sulfate